(3R,10R)-7-((2S,5R)-4-acryloyl-2,5-dimethylpiperazin-1-yl)-9-chloro-3-((4-methylpiperazin-1-yl)methyl)-10-(naphthalen-1-yl)-2H-[1,4]oxazino[2,3,4-ij]quinazolin-5(3H)-one C(C=C)(=O)N1C[C@@H](N(C[C@H]1C)C1=NC(N2C3=C(C(=C(C=C13)Cl)C1=CC=CC3=CC=CC=C13)OC[C@H]2CN2CCN(CC2)C)=O)C